N-(4-(N-(3,5-dibromobenzyl)-N-(4-fluorobenzyl)sulfamoyl)phenyl)-2-(pyridin-4-yl)cyclopropane-1-carboxamide BrC=1C=C(CN(S(=O)(=O)C2=CC=C(C=C2)NC(=O)C2C(C2)C2=CC=NC=C2)CC2=CC=C(C=C2)F)C=C(C1)Br